NC1=NC(=C(C(=N1)O)CC(F)F)C 2-amino-5-(2,2-difluoroethyl)-6-methyl-pyrimidin-4-ol